[Cl-].C(C1=CC=CC=C1)[N+](CC)(CC)CC benzyl-triethyl-ammonium chloride